(2-phenyl-1H-imidazol-1-yl)(3,4,5-trimethoxyphenyl)methanone C1(=CC=CC=C1)C=1N(C=CN1)C(=O)C1=CC(=C(C(=C1)OC)OC)OC